oxygen vanadium nitrogen tert-butyl (2R,3S,4S)-4-[(tert-butoxycarbonyl)oxy]-2-{[4-(difluoromethoxy)phenyl]methyl}-3-[(4-nitrophenoxycarbonyl)oxy]pyrrolidine-1-carboxylate C(C)(C)(C)OC(=O)O[C@@H]1[C@H]([C@H](N(C1)C(=O)OC(C)(C)C)CC1=CC=C(C=C1)OC(F)F)OC(=O)OC1=CC=C(C=C1)[N+](=O)[O-].[N].[V].[O]